morpholino(5-nitro-1H-pyrrolo[2,3-b]pyridin-2-yl)methanone O1CCN(CC1)C(=O)C1=CC=2C(=NC=C(C2)[N+](=O)[O-])N1